C(C1=CC=CC=C1)N1C2C(OCC1C)CC=1C=C(C=CC12)C(F)(F)F 4-benzyl-3-methyl-7-(trifluoromethyl)-3,4a,9,9a-tetrahydro-2H-indeno[2,1-b][1,4]oxazine